2-amino-7-fluoro-6-[2-(4-fluorophenyl)ethynyl]-1-(3-hydroxy-2,6-dimethyl-phenyl)pyrrolo[3,2-c]pyridine-3-carboxamide NC1=C(C=2C=NC(=C(C2N1C1=C(C(=CC=C1C)O)C)F)C#CC1=CC=C(C=C1)F)C(=O)N